4-[3-(5-trifluoromethyl-pyridin-2-yloxy)-benzylidene]-piperidine-1-carboxylic acid FC(C=1C=CC(=NC1)OC=1C=C(C=C2CCN(CC2)C(=O)O)C=CC1)(F)F